FC1=C(C=C(C(=C1)C)I)C(C)=O 1-(2-fluoro-5-iodo-4-methylphenyl)ethan-1-one